FC1CC(N(C1)C(CCC=1N=CNC1)=O)C(=O)NC(C1=CC=C(C=C1)C(C)C)C1=CC=CC=C1 4-fluoro-1-[3-(1H-imidazol-4-yl)propanoyl]-N-{phenyl[4-(propan-2-yl)phenyl]methyl}pyrrolidine-2-carboxamide